C(\C=C/CCCO)O cis-2-hexene-1,6-diol